(3-(methoxycarbonyl)-2-methylpyridin-4-yl)boronic Acid COC(=O)C=1C(=NC=CC1B(O)O)C